C(C)(C)(C)[S@](=O)N[C@H](C)C1=NC=CC(=C1C(F)F)NC(OC(C)(C)C)=O tert-butyl (2-((R)-1-(((S)-tert-butylsulfinyl)amino)ethyl) (difluoromethyl)pyridin-4-yl)carbamate